6-bromo-4-chloro-3-ethyl-3H-imidazolo[4,5-c]pyridine BrC1=CC2=C(C(=N1)Cl)N(C=N2)CC